ClC=1C(=NC=C(C1)C(F)(F)F)C(=O)Cl 3-chloro-5-(trifluoromethyl)pyridineformyl chloride